Methyl 3-(3-((2-(3-((4-(dimethylphosphoryl)-6-fluoro-1H-indol-5-yl)oxy)phenyl)thiazol-4-yl)(hydroxy)methyl)phenyl)propanoate CP(=O)(C)C1=C2C=CNC2=CC(=C1OC=1C=C(C=CC1)C=1SC=C(N1)C(C=1C=C(C=CC1)CCC(=O)OC)O)F